FC1C(C1)C(=O)NC=1N=C2N(C=C(C=C2)C=2C(=CC3=C(N=CS3)C2)C)C1 2-fluoro-N-(6-(6-methylbenzothiazol-5-yl)imidazo[1,2-a]pyridin-2-yl)cyclopropanecarboxamide